1-(1-((tert-butyldimethylsilyl)oxy)-2-methylpropan-2-yl)-8-methoxy-9-(2-methyl-2H-tetrazol-5-yl)-5,6-dihydropyrrolo[2,1-a]isoquinoline-3-carboxylic acid [Si](C)(C)(C(C)(C)C)OCC(C)(C)C=1C=C(N2C1C1=CC(=C(C=C1CC2)OC)C=2N=NN(N2)C)C(=O)O